N-methylmorpholine oxide C[N+]1(CCOCC1)[O-]